1,3-dimethyl-1,3-cyclopentadiene CC1=CC(=CC1)C